C(#N)C=1C=NN(C1)C1=C(C=C(C=C1)NC(CC1=CC(=C(C=C1)F)F)=O)S(N)(=O)=O N-[4-(4-cyano-1H-pyrazol-1-yl)-3-sulfamoylphenyl]-2-(3,4-difluorophenyl)acetamide